8-fluoro-1-methyl-2-oxo-4-[(4S)-4-phenylazepan-1-yl]-1,2-dihydroquinoline-3-carbonitrile FC=1C=CC=C2C(=C(C(N(C12)C)=O)C#N)N1CC[C@H](CCC1)C1=CC=CC=C1